(S)-4-methoxy-2-(1-oxoisoindolin-2-yl)butanoic acid COCC[C@@H](C(=O)O)N1C(C2=CC=CC=C2C1)=O